4-((cyclopentylmeth-yl)amino)-2-((4-(morpholine-4-carbonyl)-2,3-dihydrobenzo-furan-7-yl)amino)-7H-pyrrolo[2,3-d]pyrimidine-5-carbonitrile C1(CCCC1)CNC=1C2=C(N=C(N1)NC1=CC=C(C=3CCOC31)C(=O)N3CCOCC3)NC=C2C#N